C(C)(C)NC(=O)OC=1C(=CC(=C(C1)SSC1=C(C=C(C(=C1)OC(NC(C)C)=O)C)C)C)C bis(5-isopropylcarbamoyloxy-2,4-dimethylphenyl) disulfide